6-hydroxy-1,5-dimethyl-N-(4-methyl-1,1-dioxidotetrahydro-2H-thiopyran-4-yl)-1H-imidazo[4,5-b]pyridine-2-carboxamide OC=1C=C2C(=NC1C)N=C(N2C)C(=O)NC2(CCS(CC2)(=O)=O)C